BrC=1C(=C2C=CN(C2=C(C1)C)C(=O)OC(C)(C)C)O[C@H]1[C@@H](CN(CC1)C(=O)OC(C)(C)C)C1=CC=C(C=C1)C(=O)OC tert-butyl 5-bromo-4-(((3R,4R)-1-(tert-butoxycarbonyl)-3-(4-(methoxycarbonyl)phenyl)piperidin-4-yl)oxy)-7-methyl-1H-indole-1-carboxylate